trans-[4-[(1,3-dimethylpyrazolo[4,3-b]pyridin-6-yl)methyl]cyclohexyl]-[(3S)-3-(5-methylpyrazin-2-yl)-1,2-oxazolidin-2-yl]methanone CN1N=C(C2=NC=C(C=C21)C[C@@H]2CC[C@H](CC2)C(=O)N2OCC[C@H]2C2=NC=C(N=C2)C)C